BrC=1C=C2C(=NC1OCCCN1C(C3=CC=CC=C3C1=O)=O)N(C=C2)COCC[Si](C)(C)C 2-[3-[(5-bromo-1-[[2-(trimethylsilyl)ethoxy]methyl]pyrrolo[2,3-b]pyridin-6-yl)oxy]propyl]isoindole-1,3-dione